2-propylmercapto-5-(3-nitrophenyl)-5,6-dihydropyrido[2,3-d]pyrimidine-4,7(3H,8H)-dione C(CC)SC=1NC(C2=C(N1)NC(CC2C2=CC(=CC=C2)[N+](=O)[O-])=O)=O